N-(1-(4-bromo-3-fluorophenyl)cyclopropyl)-1-isopropyl-1H-pyrazolo[3,4-d]pyrimidine-6-carboxamide BrC1=C(C=C(C=C1)C1(CC1)NC(=O)C1=NC=C2C(=N1)N(N=C2)C(C)C)F